[Si](C)(C)(C(C)(C)C)OCCCC(=O)N1CCOCC1 4-(tert-butyldimethylsilyloxy)-1-morpholinobutane-1-one